N-(4-(2-methylbenzyloxy)phenyl)-3,4-dihydro-2H-[1,4]oxazino[2,3-f]quinazolin-10-amine CC1=C(COC2=CC=C(C=C2)NC2=NC=NC3=CC=C4C(=C23)OCCN4)C=CC=C1